N1=CC(=CC=C1)C1=CC(=CC2=C1NC=N2)C(=O)O 7-(pyridin-3-yl)-1H-benzo[d]imidazole-5-carboxylic acid